ClC1=CC(=C(OC=2C=C(C=C(C2)C)C=2C3=C(C(N(C2)C)=O)NC(=C3)C(=O)NCC)C(=C1)C)C 4-(3-(4-chloro-2,6-dimethylphenoxy)-5-methylphenyl)-N-ethyl-6-methyl-7-oxo-6,7-dihydro-1H-pyrrolo[2,3-c]pyridine-2-carboxamide